O=C1NN=C(C2=CC=CC=C12)C1=CC2=C(NC(=N2)NC(CC)=O)C=C1 N-(5-(4-oxo-3,4-dihydrophthalazin-1-yl)-1H-benzimidazol-2-yl)propionamide